N1(CCC[C@H]2CCCC[C@H]12)C([C@@H](CCCN1C(C2=CC=CC=C2C1=O)=O)NCC1=C(C=C(C=C1)OC)OC)=O 2-[(4R)-5-[(4aR,8aS)-3,4,4a,5,6,7,8,8a-octahydro-2H-quinolin-1-yl]-4-[(2,4-dimethoxyphenyl)methylamino]-5-oxo-pentyl]isoindoline-1,3-dione